C(#N)C1=CC=C(C=C1)N1C=NN(C1=O)CC1=CC(=C(OC(C(=O)OCC)(C)C)C(=C1)C)C Ethyl 2-(4-((4-(4-cyanophenyl)-5-oxo-4,5-dihydro-1H-1,2,4-triazol-1-yl) methyl)-2,6-dimethylphenoxy)-2-methylpropionate